(R)-N-ethyl-5-fluoro-N-isopropyl-2-((5-(2-(2-methyl-6-(methylamino)hexan-3-yl)-2,6-diazaspiro[3.4]octan-6-yl)-1,2,4-triazin-6-yl)oxy)benzamide hydrochloride Cl.C(C)N(C(C1=C(C=CC(=C1)F)OC1=C(N=CN=N1)N1CC2(CN(C2)[C@@H](C(C)C)CCCNC)CC1)=O)C(C)C